O(C(=O)CCCCCCCCC)CCCCCCCC.O(C(=O)CCCCCCCCC)CCCCCCCC.O(C(=O)CCCCCCCCC)CCCCCCCC trioctyl tricaprate